O1CCC(CC1)C(C=O)C (tetrahydro-2H-pyran-4-yl)propanal